3-(6-((1-(1-neopentylpiperidin-4-yl)-1H-pyrazol-4-yl)methyl)-2-oxobenzo[cd]indol-1(2H)-yl)piperidine-2,6-dione C(C(C)(C)C)N1CCC(CC1)N1N=CC(=C1)CC=1C=2C3=C(C(N(C3=CC1)C1C(NC(CC1)=O)=O)=O)C=CC2